1-(((4-((5-(3-(((S)-1-(1H-tetrazol-1-yl)propan-2-yl)oxy)-4-chlorophenyl)pyrimidin-2-yl)amino)-1-((1r,4r)-4-morpholinocyclohexyl)-1H-pyrazol-3-yl)oxy)methyl)cyclopropan-1-ol N1(N=NN=C1)C[C@H](C)OC=1C=C(C=CC1Cl)C=1C=NC(=NC1)NC=1C(=NN(C1)C1CCC(CC1)N1CCOCC1)OCC1(CC1)O